4-oxo-2-phenyl-4H-chromen-7,8-diylbis(ethylcarbamate) O=C1C=C(OC2=C(C(=CC=C12)N(C([O-])=O)CC)N(C([O-])=O)CC)C1=CC=CC=C1